COC(CN1C(CCC2=CN=CC=C12)=O)=O.FC1=CC(=C(N)C(=C1)C1=CC(=NC(=C1)C)OC)C(C)C 4-fluoro-2-isopropyl-6-(2-methoxy-6-methylpyridin-4-yl)aniline methyl-2-(2-oxo-3,4-dihydro-1,6-naphthyridin-1(2H)-yl)acetate